(carbonyl)(chloro)(hydrido)ruthenium(II) C(=O)=[RuH]Cl